(2-Iodophenyl)Hydrazine IC1=C(C=CC=C1)NN